N-(2-benzoylphenyl)-N-methyl-2-phenoxyacetamide C(C1=CC=CC=C1)(=O)C1=C(C=CC=C1)N(C(COC1=CC=CC=C1)=O)C